C1(CC1)C=1C(=C2C(C(N(C2=CC1)CC(=O)NC[C@H](CC(=O)O)F)=O)(C)C)F (S)-4-(2-(5-cyclopropyl-4-fluoro-3,3-dimethyl-2-oxoindol-1-yl)acetamido)-3-fluorobutyric acid